BrC1=C(OC=2N=CN=C(C21)Cl)C=2C=NN(C2)C 5-Bromo-4-chloro-6-(1-methyl-1H-pyrazol-4-yl)furo[2,3-d]pyrimidine